(S)-8-(cyclopropylsulfonyl)-3-(2-(4-(p-tolyl)piperazin-1-yl)ethyl)-2-oxa-8-azaspiro[4.5]decan-1-one C1(CC1)S(=O)(=O)N1CCC2(C[C@H](OC2=O)CCN2CCN(CC2)C2=CC=C(C=C2)C)CC1